[Na+].C1(=CC=C(C=C1)S(=O)(=O)[O-])C1=CC=CC=C1 biphenyl-4-sulfonic acid sodium salt